ethyl-octyl-aluminum phosphinate [PH2]([O-])=O.C(C)[Al+]CCCCCCCC